OC=1C(=CC=C2C(=CC=NC12)N1CCN(CC1)C(=O)N(C)C)[N+](=O)[O-] 4-(8-hydroxy-7-nitroquinolin-4-yl)-N,N-dimethylpiperazine-1-carboxamide